[Si](C)(C)(C(C)(C)C)O[C@@H](C)C=1C=CC(=NC1N1N=C(C=C1C)C#N)N1C=NC2=C1C=CC(=C2)N(C(=O)N(C)C)C=2N=NC(=CC2)C 1-[1-[5-[(1s)-1-[tert-butyl(dimethyl)silyl]oxyethyl]-6-(3-cyano-5-methyl-pyrazol-1-yl)-2-pyridyl]benzimidazol-5-yl]-3,3-dimethyl-1-(6-methylpyridazin-3-yl)urea